(S)-(1-methylpyrrolidin-2-yl)methyl (6-methyl-5-(2-(1-methyl-1H-indazol-4-yl)pyrazolo[5,1-b]thiazole-7-carboxamido)pyridin-3-yl)carbamate CC1=C(C=C(C=N1)NC(OC[C@H]1N(CCC1)C)=O)NC(=O)C=1C=NN2C1SC(=C2)C2=C1C=NN(C1=CC=C2)C